COC(=O)C1CCN(CC1)C(CN1C=C(C2=CC=C(C=C12)OC)C(C)=O)=O 1-(2-(3-acetyl-6-methoxy-1H-indol-1-yl)acetyl)piperidine-4-carboxylic acid methyl ester